Iron catechol C=1(O)C(O)=CC=CC1.[Fe]